ClC1=CC(=C(C=C1)C1=NN2C(CN([C@@H](C2)C)C(C(=C)F)=O)=C1C1=CC=NC=C1)F |r| 1-[(RS)-2-(4-chloro-2-fluorophenyl)-6-methyl-3-(pyridin-4-yl)-6,7-dihydropyrazolo[1,5-a]pyrazin-5(4H)-yl]-2-fluoroprop-2-en-1-one